3-[5-(8-chloroquinolin-2-yl)-1-oxo-2,3-dihydro-1H-isoindol-2-yl]piperidine ClC=1C=CC=C2C=CC(=NC12)C=1C=C2CN(C(C2=CC1)=O)C1CNCCC1